4-{2-[4-(2-((2R,6S)-2,6-dimethylpiperidin-1-yl)ethoxy)phenyl]quinolin-6-yl}-6-methyl-1-tosyl-1H-pyrrolo[2,3-c]pyridin-7(6H)-one C[C@H]1N([C@H](CCC1)C)CCOC1=CC=C(C=C1)C1=NC2=CC=C(C=C2C=C1)C=1C2=C(C(N(C1)C)=O)N(C=C2)S(=O)(=O)C2=CC=C(C)C=C2